FC1=C(C=C(C=C1)S(=O)(=O)NC1=NOC2=C1C(=CC(=C2)CN2N=CC=C2)OC)OC 4-fluoro-3-methoxy-N-{4-methoxy-6-[(1H-pyrazol-1-yl)methyl]-1,2-benzoxazol-3-yl}benzene-1-sulfonamide